dimethyl glutaconate C(C=CCC(=O)OC)(=O)OC